vanadium(V) triisopropoxide CC([O-])C.CC([O-])C.CC([O-])C.[V+5]